C(C)(C)(C)OC(=O)N1CCC2(CC(C2)C2=NC=CC(=C2)C(C)(C)C)CC1 2-(4-(tert-butyl)pyridin-2-yl)-7-azaspiro[3.5]Nonane-7-carboxylic acid tert-butyl ester